N1CCC(CC1)C1=CC=C(C(=O)OC(C)(C)C)C=C1 tert-butyl 4-(piperidin-4-yl)benzoate